ClC=1C=CC(=C(C1)O)C1=NN=C(C2=CC=CC=C12)NC1CC(C1)(C)O 5-chloro-2-(4-(((1s,3s)-3-hydroxy-3-methylcyclobutyl)amino)phthalazin-1-yl)phenol